ClC1=C2C=NN(C2=CC(=C1)C1=CC=C(C=C1)O)C1OCCCC1 4-(4-chloro-1-(tetrahydro-2H-pyran-2-yl)-1H-indazol-6-yl)phenol